tert-butyl N-[(1S)-1-{[(3R)-1-{6-[(2-{2-[(6-chlorohexyl)oxy]ethoxy}ethyl) carbamoyl]hexyl}-4,4-dimethylpyrrolidin-3-yl]carbamoyl}-4-(2-nitro-1H-imidazol-1-yl) butyl]carbamate ClCCCCCCOCCOCCNC(=O)CCCCCCN1C[C@@H](C(C1)(C)C)NC(=O)[C@H](CCCN1C(=NC=C1)[N+](=O)[O-])NC(OC(C)(C)C)=O